C1(=CC=CC=C1)[C@@H]1OCCN2C1=CC(=N2)C(=O)N[C@@H]2C(N(C1=C(OC2)C=CC=N1)C([2H])([2H])[2H])=O (4S)-4-phenyl-N-[(3S)-4-oxo-5-(trideuteriomethyl)-2,3-dihydropyrido[3,2-b][1,4]oxazepin-3-yl]-6,7-dihydro-4H-pyrazolo[5,1-c][1,4]oxazine-2-carboxamide